CC1(C[C@H](C[C@@H]1OCCCCC1=NC=2NCCCC2C=C1)N([C@@H](C(=O)O)C1=C2[C@@H](CCOC2=CC=C1)C)C)C (R)-2-(((1R,4S)-3,3-dimethyl-4-(4-(5,6,7,8-tetrahydro-1,8-naphthyridin-2-yl)butoxy)cyclopentyl)(methyl)amino)-2-((R)-4-methylchroman-5-yl)acetic acid